C(#N)C1=C(C(=CC(=C1C1=CC=NN1C)F)[N+](=O)[O-])/C=C/C(=O)OCCCC (E)-Butyl 3-(2-cyano-4-fluoro-3-(1-methyl-1H-pyrazol-5-yl)-6-nitrophenyl)acrylate